(5-((2-methyl-1H-imidazol-1-yl)methyl)furan-2-yl)-N-tolylmethanimine Oxide CC=1N(C=CN1)CC1=CC=C(O1)C=[N+](C1=C(C=CC=C1)C)[O-]